N-[2-(2-chloro-3-fluoropyridin-4-yl)propan-2-yl]Methanesulfonamide ClC1=NC=CC(=C1F)C(C)(C)NS(=O)(=O)C